Cl.N[C@H](COC1C(N(CC1)C1CCN(CC1)C1=NC=C(C=C1)S(F)(F)(F)(F)F)=O)C 3-((S)-2-aminopropoxy)-1-(1-(5-(pentafluoro-λ6-sulfanyl)pyridin-2-yl)Piperidin-4-yl)pyrrolidin-2-one hydrochloride